(R)-N-(5-(2,2-dimethyl-2,3-dihydro-[1,4]dioxino[2,3-b]pyridin-6-yl)-4-((4-(3-methyl-morpholino)-6-(methylsulfonyl)pyridin-2-yl)amino)-pyridin-2-yl)acetamide CC1(OC=2C(=NC(=CC2)C=2C(=CC(=NC2)NC(C)=O)NC2=NC(=CC(=C2)N2[C@@H](COCC2)C)S(=O)(=O)C)OC1)C